isopropyl 2-(2-((tert-butoxycarbonyl) amino) ethyl)-1,2,3,4-tetrahydroisoquinoline-7-carboxylate C(C)(C)(C)OC(=O)NCCN1CC2=CC(=CC=C2CC1)C(=O)OC(C)C